C(C)C1=CC=C(C=C1)S(=O)(=O)C=1C=NC2=CC=C(C=C2C1N1CC(CCC1)O)C(=O)OCC ethyl 3-((4-ethylphenyl)sulfonyl)-4-(3-hydroxypiperidin-1-yl)quinoline-6-carboxylate